C[C@@H](C(F)(F)F)N.Cl (S)-1,1,1-trifluoroisopropylamine hydrochloride